6-benzoyl-2-methyl-7H-pyrano[2,3-d]pyrimidin-7-one C(C1=CC=CC=C1)(=O)C1=CC2=C(N=C(N=C2)C)OC1=O